1-(3-(3-methoxypropoxy)-4-(2-methyl-1,3-dioxolan-2-yl)phenyl)-3-methylbutan-2-amine COCCCOC=1C=C(C=CC1C1(OCCO1)C)CC(C(C)C)N